1-(4-(2-benzothiazolyl)-phenyl)-3-(4-isopropylphenyl)-2-propen-1-one S1C(=NC2=C1C=CC=C2)C2=CC=C(C=C2)C(C=CC2=CC=C(C=C2)C(C)C)=O